2-[2-(2-Aminoethoxy)ethoxy]ethoxyl-N,N-dibenzyl-2-fluoro-3-methyl-butan-1-amine NCCOCCOCCOC(C(C(C)C)F)N(CC1=CC=CC=C1)CC1=CC=CC=C1